C(CCCCCCCCCCCCCCC)OCC(CO)(COCCCCCCCCCCCCCCCC)COCCCCCCCCCCCCCCCC 3-(Hexadecyloxy)-2,2-bis((hexadecyloxy)methyl)propan-1-ol